4-{[(5,6-Dichloropyrid-3-yl)methyl](2-fluoroethyl)amino}furan-2(5H)-one ClC=1C=C(C=NC1Cl)CN(C1=CC(OC1)=O)CCF